COC[C@@H]1CCC2=CC=3CCCC3C(=C12)NC(=O)N=S(=O)(N)C=1C=NN2C1OCC(C2)C N'-(((R)-3-(methoxymethyl)-1,2,3,5,6,7-hexahydro-s-indacen-4-yl)carbamoyl)-6-methyl-6,7-dihydro-5H-pyrazolo[5,1-b][1,3]oxazine-3-sulfonimidamide